C(#N)C1=CC(=C(C=C1)NC(C(C)(C)N1N=C(C(=C1C)C#CC1CN(C1)C=1C=C2C(N(C(C2=CC1)=O)C1C(NC(CC1)=O)=O)=O)C)=O)C1CC1 N-(4-cyano-2-cyclopropylphenyl)-2-(4-((1-(2-(2,6-dioxopiperidin-3-yl)-1,3-dioxoisoindolin-5-yl)azetidin-3-yl)ethynyl)-3,5-dimethyl-1H-pyrazol-1-yl)-2-methylpropanamide